[Si](C)(C)(C(C)(C)C)OCC(CCOC1=CC=C(C=C1)C1=CC=C(C=C1)/C=C/C(=O)OC)CO[Si](C)(C)C(C)(C)C Methyl (E)-3-[4-[4-[4-[tert-butyl(dimethyl)silyl]oxy-3-[[tertbutyl(dimethyl)silyl]oxymethyl]butoxy]phenyl]phenyl]prop-2-enoate